P(=O)(O)(O)OC[C@@H]1[C@H]([C@@H]([C@](CO)(O)O1)O)O Beta-D-fructose 6-phosphate